3,3'-dinitrodiphenyl sulfone C1=CC(=CC(=C1)S(=O)(=O)C2=CC=CC(=C2)[N+](=O)[O-])[N+](=O)[O-]